C(=O)=C1NC2=C(OC1)C=CC=C2C(=O)OC methyl 3-carbonyl-3,4-dihydro-2H-benzo[b][1,4]oxazin-5-carboxylate